N[C@H](C(=O)O)CC1=CC=C(C=C1)C(C)(C)C (2S)-2-amino-3-(4-tert-butylphenyl)propionic acid